7-Hydroxy-2,2-diphenyl-8-(4-(3-((tetrahydro-2H-pyran-2-yl)oxy)propyl)phenyl)-6H-[1,3]dioxolo[4,5-h]chromen-6-one OC1=C(OC=2C3=C(C=CC2C1=O)OC(O3)(C3=CC=CC=C3)C3=CC=CC=C3)C3=CC=C(C=C3)CCCOC3OCCCC3